1-bromo-2,4-dimethyl-3-nitro-benzene BrC1=C(C(=C(C=C1)C)[N+](=O)[O-])C